NC1=NC=CC2=CC(=CC=C12)CNC(=O)C=1C(=NC=C(C1)Cl)NCC1CN(CCC1)C(C)C N-[(1-amino-6-isoquinolyl)methyl]5-chloro-2-[(1-isopropyl-3-piperidyl)methylamino]pyridine-3-carboxamide